OC(/C=C/[C@H]1CC[C@H]2[C@@H]1CCC1=C(O2)C=C(C=C1)C(=O)O)C1(CC1)C1=CC=CC=C1 (1R,3aS,10aR)-1-[(1E,3ξ)-3-hydroxy-3-(1-phenylcyclopropyl)-1-propen-1-yl]-2,3,3a,9,10,10a-hexahydro-1H-benzo[b]cyclopenta[f]oxepin-6-carboxylic acid